ClC=1C=C2C(=CC(=NC2=CC1)C(F)(F)F)N[C@@H]1C[C@@H](CCC1)NC(C1=CN=C(C=C1)NCCF)=O N-((1R,3S)-3-((6-chloro-2-(trifluoromethyl)quinolin-4-yl)amino)cyclohexyl)-6-((2-fluoroethyl)amino)nicotinamide